3-[[4-[(4-bromophenyl)methyl-[(1R)-1-(hydroxymethyl)-3-methyl-butyl]amino]-6-(2,6-dimethylphenyl)pyrimidin-2-yl]sulfamoyl]benzoic acid BrC1=CC=C(C=C1)CN(C1=NC(=NC(=C1)C1=C(C=CC=C1C)C)NS(=O)(=O)C=1C=C(C(=O)O)C=CC1)[C@H](CC(C)C)CO